1-[3-(3-Methoxy-1,1-dimethyl-propyl)sulfanyl-2,3-dihydrobenzofuran-2-yl]ethanone COCCC(C)(C)SC1C(OC2=C1C=CC=C2)C(C)=O